2,2-Difluoropropyl 2-((1-oxo-3,4-dihydro-2,7-naphthyridin-2(1H)-yl)methyl)benzofuran-7-carboxylate O=C1N(CCC2=CC=NC=C12)CC=1OC2=C(C1)C=CC=C2C(=O)OCC(C)(F)F